COC(CN1C(C2=CC=C(C(=C2[C@@]2([C@H](C2)F)C1)F)Br)=O)=O 2-[(2's,4r)-6-bromo-2',5-difluoro-1-oxo-spiro[3H-isoquinolin-4,1'-cyclopropan]-2-yl]acetic acid methyl ester